BrC=1NC(=C(N1)C#N)C#N 2-bromo-4,5-dicyanoimidazole